1-(5-Pyrazol-1-yl-2-thienyl)cyclopropanecarboxylic acid N1(N=CC=C1)C1=CC=C(S1)C1(CC1)C(=O)O